2-{3-[(4-fluoro-2-methoxyphenyl)-amino]prop-1-yn-1-yl}-N-(1-methylpiperidin-4-yl)-1-(2,2,2-trifluoroethyl)-1H-indol-4-amine FC1=CC(=C(C=C1)NCC#CC=1N(C=2C=CC=C(C2C1)NC1CCN(CC1)C)CC(F)(F)F)OC